N-[4-chloro-6-(morpholin-4-yl)pyridin-2-yl]propane-2-sulfonamide ClC1=CC(=NC(=C1)N1CCOCC1)NS(=O)(=O)C(C)C